ClC1=NN(C2=C1N=C(NC1=C2C=C(C=C1)C(=O)OC)C1=C(C=CC=C1F)F)COCC[Si](C)(C)C methyl 3-chloro-5-(2,6-difluorophenyl)-1-(2-trimethylsilylethoxymethyl)-6H-pyrazolo[4,3-d][1,3]benzodiazepine-9-carboxylate